CO\N=C(/C#CC1=CC=CC=C1)\C1=CC(=C(C=C1)OC)OC (Z)-1-(3,4-dimethoxyphenyl)-3-phenylpropan-2-yn-1-one-O-methyloxime